N-[1-[2-[2,5-bis(chloranyl)phenoxy]acetyl]azetidin-3-yl]-2,3,4,5-tetrakis(fluoranyl)-6-methylsulfonyl-benzamide ClC1=C(OCC(=O)N2CC(C2)NC(C2=C(C(=C(C(=C2S(=O)(=O)C)F)F)F)F)=O)C=C(C=C1)Cl